(1s,4s)-N-(3-Bromo-4-methylphenyl)-4-(4-methyl-1-oxoisoindolin-2-yl)cyclohexane-1-carboxamide BrC=1C=C(C=CC1C)NC(=O)C1CCC(CC1)N1C(C2=CC=CC(=C2C1)C)=O